2-[(5'S,7a'R)-5'-(3,5-difluorophenyl)-3'-oxotetrahydro-1H,3'H-spiro[piperidine-4,2'-pyrrolo[2,1-b][1,3]oxazol]-1-yl]-5-fluoro-N-[1-(trifluoromethyl)cyclopropyl]pyrimidine-4-carboxamide FC=1C=C(C=C(C1)F)[C@@H]1CC[C@H]2OC3(C(N21)=O)CCN(CC3)C3=NC=C(C(=N3)C(=O)NC3(CC3)C(F)(F)F)F